o-chloromandelic acid ClC1=C(C(C(=O)O)O)C=CC=C1